4-Ethyl-3-(N-(5-(1-methylpyrazol-4-yl)-2-(piperidin-1-yl)phenyl)sulfamoyl)benzoic acid C(C)C1=C(C=C(C(=O)O)C=C1)S(NC1=C(C=CC(=C1)C=1C=NN(C1)C)N1CCCCC1)(=O)=O